5-chloro-8-((1-cyclobutyl-4-fluoro-1H-indol-6-yl)sulfonyl)-3-hydroxyquinazoline-2,4(1H,3H)-dione ClC1=C2C(N(C(NC2=C(C=C1)S(=O)(=O)C1=CC(=C2C=CN(C2=C1)C1CCC1)F)=O)O)=O